3-((benzenesulfonyl)methyl)-1-((2-(trimethylsilyl)ethoxy)methyl)-1H-pyrazole C1(=CC=CC=C1)S(=O)(=O)CC1=NN(C=C1)COCC[Si](C)(C)C